C(C(=C)C)(=O)OCC(CCC(C=C)=O)C1=C2C(OC(C2=CC=C1)=O)=O 1-(methacryloyloxy)-5-oxohept-6-en-2-yl-1,3-dioxo-1,3-dihydroisobenzofuran